3-(1-Hydroxy-3-methylbutan-2-yl)-8-(pyridin-3-yl)-6-(4-(trifluoromethyl)phenyl)pyrido[3,4-d]pyrimidin-4(3H)-one OCC(C(C)C)N1C=NC2=C(C1=O)C=C(N=C2C=2C=NC=CC2)C2=CC=C(C=C2)C(F)(F)F